tert-Butyl 4-hydroxypyrazole-1-carboxylate OC=1C=NN(C1)C(=O)OC(C)(C)C